O1[C@@H](C1)CN1CCN(CC1)C(=O)OC(C)(C)C tert-butyl (R)-4-(oxiran-2-ylmethyl)piperazine-1-carboxylate